C1=CC=C2C3=C(C4=CC5=CC=CC=C5C1=C24)C=CC=C3 benzo[e]acephenanthrene